chloropropyl-trioxysilane ClCCCOOO[SiH3]